BrC1=C(C=C(C=C1)C#CC1=CN(C=2N=CN=C(C21)OC)[C@H]2[C@@]1(CCO1)[C@@H]([C@H](O2)CO)O)F (4R,5R,7R,8R)-5-(5-((4-bromo-3-fluorophenyl)ethynyl)-4-methoxy-7H-pyrrolo[2,3-d]pyrimidin-7-yl)-7-(hydroxymethyl)-1,6-dioxaspiro[3.4]octane-8-ol